para-[bis(2-chloroethyl)amino]aniline ClCCN(C1=CC=C(N)C=C1)CCCl